C(CCCCCCC\C=C/C\C=C/CCCCC)(=O)OCC(COC(CCC(OCCCCCCCC)OCCCCCCCC)=O)COC(=O)OCCCN(CC)CC 3-((4,4-bis(octyloxy)butanoyl)oxy)-2-((((3-(diethylamino)propoxy)carbonyl) oxy)methyl)propyl (9Z,12Z)-octadeca-9,12-dienoate